BrC1=CC=C([C@@H](C(=O)O)O)C=C1 (S)-4-bromo-mandelic acid